[(3-chloro-2-methoxyphenyl)amino]-2-(3-[2-[(2R)-4,4-difluoro-1-(prop-2-enoyl)pyrrolidin-2-yl]ethynyl]pyridin-4-yl)-1H,5H,6H,7H-pyrrolo[3,2-c]pyridin-4-one ClC=1C(=C(C=CC1)NN1C(=CC=2C(NCCC21)=O)C2=C(C=NC=C2)C#C[C@@H]2N(CC(C2)(F)F)C(C=C)=O)OC